4,5,6,7-tetrahydropyrazolo[1,5-a]pyrazine-2-carboxylic acid ethyl ester C(C)OC(=O)C1=NN2C(CNCC2)=C1